5-(4-fluorophenyl)thiazol FC1=CC=C(C=C1)C1=CN=CS1